ClC1=NN=C(C2=C1CCCCC2)Cl 1,4-dichloro-5,7,8,9-tetrahydrocyclohepta[3,4-d]pyridazine